CNC(C1=NC=CC=C1)=O N-methylpicolinamide